6-((6-cyclopropylimidazo[1,2-a]pyridin-2-yl)methoxy)-3-((1S,2S)-2-(4-methylpyrimidin-2-yl)cyclopropyl)-4H-benzo[e][1,2,4]thiadiazine 1,1-dioxide C1(CC1)C=1C=CC=2N(C1)C=C(N2)COC=2C=CC1=C(NC(=NS1(=O)=O)[C@@H]1[C@H](C1)C1=NC=CC(=N1)C)C2